1-{2-fluoro-4-[4-({[6-(trifluoromethyl)pyridin-2-yl]methyl}carbamoyl)-1H-1,2,3-triazol-1-yl]butyl}-N-{[4-(trifluoromethyl)pyridin-2-yl]methyl}-1H-1,2,3-triazole-4-carboxamide FC(CN1N=NC(=C1)C(=O)NCC1=NC=CC(=C1)C(F)(F)F)CCN1N=NC(=C1)C(NCC1=NC(=CC=C1)C(F)(F)F)=O